FC=1C(=NC=CC1)C=1C(=NC(=CC1)C)C(=O)N1[C@@H]2[C@@H](C[C@H](C1)C2)NC2=NC=C(C=C2)C(F)(F)F (3-fluoro-6'-methyl-[2,3'-bipyridine]-2'-yl)((1S,4S,6R)-6-((5-(trifluoromethyl)pyridin-2-yl)amino)-2-azabicyclo[2.2.1]hept-2-yl)methanone